ClCC1=C(CC(CC1)(C)C)C12CC(C1)(C2)C 1-(2-(chloromethyl)-5,5-dimethylcyclohex-1-en-1-yl)-3-methylbicyclo[1.1.1]Pentane